O=C1C(N(CCC1C(=O)OCC)C(=O)OC(C)(C)C)COC1CCC(CC1)C1=C(C=CC=C1)OCC1=CC=CC=C1 1-tert-butyl 4-ethyl 3-oxo-2-({[(1s,4s)-4-[2-(benzyloxy)phenyl]-cyclohexyl]oxy}methyl)-piperidine-1,4-dicarboxylate